C(OC1CC(C1)N1C(C(=CC=C1)NC1=NC=2N(C(=C1)NC([2H])([2H])[2H])N=CC2C(=O)O)=O)([2H])([2H])[2H] 5-((1-((1r,3r)-3-(methoxy-d3)cyclobutyl)-2-oxo-1,2-dihydropyridin-3-yl)amino)-7-((methyl-d3)amino)pyrazolo[1,5-a]pyrimidine-3-carboxylic acid